C(CCCCCCCCCCC)P(CCCCCCCCCCCC)(CCCCCCCCCCCC)=O tri-n-dodecyl-phosphine oxide